C(C)(C)(C)N1C(N(C2=C1C=C(C=C2)C=2CCN(CC2)C(=O)OC(C)(C)C)C2C(NC(CC2)=O)=O)=O tert-butyl 4-[3-tert-butyl-1-(2,6-dioxo-3-piperidyl)-2-oxo-benzimidazol-5-yl]-3,6-dihydro-2H-pyridine-1-carboxylate